C1(=CC=C(C=C1)[C@@H](C)O)C1=CC=C(C=C1)[C@@H](C)O (1R,1'R)-1,1'-([1,1'-biphenyl]-4,4'-diyl)bis(ethan-1-ol)